o-(4-methoxy-5-methyl-2-phenylethynyl)propiophenone COC1=CC=C(C=C1C)C#CC1=C(C=CC=C1)C(CC)=O